FC=1C=2N(C=C(C1)C=1C(=CN3N=C(N=C(C31)OC)NC3CCC(CC3)(C)O)F)C(=CN2)C(=O)NC 8-fluoro-6-(6-fluoro-2-(((1r,4r)-4-hydroxy-4-methylcyclohexyl)amino)-4-methoxypyrrolo[2,1-f][1,2,4]triazin-5-yl)-N-methylimidazo[1,2-a]pyridine-3-carboxamide